α-OXO-2-FURANACETIC ACID O=C(C(=O)O)C=1OC=CC1